C(CC=C)C1(CCC1)O 1-(but-3-enyl)cyclobutanol